rac-N-((1s,3s)-3-aminocyclobutyl)-4-(2-chloro-4-(5-(1-(cyclopropylmethyl)-3-(trifluoromethyl)-1H-pyrazol-4-yl)-1-methyl-1H-imidazole-2-carboxamido)benzoyl)piperazine-1-carboxamide NC1CC(C1)NC(=O)N1CCN(CC1)C(C1=C(C=C(C=C1)NC(=O)C=1N(C(=CN1)C=1C(=NN(C1)CC1CC1)C(F)(F)F)C)Cl)=O